Divinyltetra-methyldisiloxan C(=C)[Si](O[Si](C)(C)C)(C)C=C